2-chloro-N-(3-((6-((4-methoxybenzyl)amino)pyrimidin-4-yl)oxy)phenyl)acetamide ClCC(=O)NC1=CC(=CC=C1)OC1=NC=NC(=C1)NCC1=CC=C(C=C1)OC